7-methoxy-4-methyl-2-oxo-2H-1-benzopyran COC1=CC2=C(C(=CC(O2)=O)C)C=C1